COC1=CC=C(C=C1)N1C(CC(C2=CC(=C(C=C12)C)C=O)C)(C)C 1-(4-methoxyphenyl)-2,2,4,7-tetramethyl-3,4-dihydroquinoline-6-carbaldehyde